F[P-](F)(F)(F)(F)F.N1(N=NC2=C1C=CC=C2)O[P+](N(C)C)(N(C)C)N(C)C Benzotriazol-1-yl-oxy-tris-(dimethylamino)phosphonium hexa-fluorophosphate